4-(6-Aminopyridin-3-yl)-1,4-diazacycloheptane-1-carboxylic acid tert-butyl ester C(C)(C)(C)OC(=O)N1CCN(CCC1)C=1C=NC(=CC1)N